(1S,2R)-2-((S)-1-(acetylaminomethyl)-8-(((S)-1-(thiazole-5-carbonyl)pyrrolidine-3-yl)oxy)-1,2,3,4-tetrahydroisoquinoline-2-carbonyl)-N-methylcyclohexane-1-carboxamide C(C)(=O)NC[C@H]1N(CCC2=CC=CC(=C12)O[C@@H]1CN(CC1)C(=O)C1=CN=CS1)C(=O)[C@H]1[C@H](CCCC1)C(=O)NC